FCC(CC)[C@@H](C)[C@H]1CC[C@H]2[C@@H]3CCC4CCCC[C@]4(C)[C@H]3CC[C@]12C 22-fluoromethyl-cholan